1-(3,4-dimethoxyphenyl)cyclohexane-1-carbaldehyde COC=1C=C(C=CC1OC)C1(CCCCC1)C=O